2-(dimethylamino)ethanol methacrylate C(C(=C)C)(=O)OCCN(C)C